Ethyl (6-cyano-5-fluoropyridin-3-yl)carbamate C(#N)C1=C(C=C(C=N1)NC(OCC)=O)F